(4-((2,4-dimethoxybenzyl)amino)-8-(3-methoxy-2,6-dimethylphenyl)pyrido[3,4-d]pyrimidin-6-yl)(pyrrolidin-1-yl)methanone COC1=C(CNC=2C3=C(N=CN2)C(=NC(=C3)C(=O)N3CCCC3)C3=C(C(=CC=C3C)OC)C)C=CC(=C1)OC